C(C)(C)(C)OC(NC=1C=C2CC(NC2=CC1)=O)=O 2-oxo-2,3-dihydro-5-indolecarbamic acid tert-butyl ester